5-[(4R,11aS)-4-methyl-8-[[(2R)-morpholin-2-yl]methylamino]-1,3,4,6,11,11a-hexahydropyrazino[1,2-b]isoquinolin-2-yl]quinoline-8-carbonitrile C[C@@H]1CN(C[C@H]2N1CC=1C=C(C=CC1C2)NC[C@H]2CNCCO2)C2=C1C=CC=NC1=C(C=C2)C#N